4-(3-((benzyloxy)methyl)cyclobutyl)-7-fluoro-5-methyl-2-(pyrrolidin-1-ylsulfonyl)-1H-indole C(C1=CC=CC=C1)OCC1CC(C1)C1=C2C=C(NC2=C(C=C1C)F)S(=O)(=O)N1CCCC1